3-(((benzyloxy)carbonyl)amino)propionic acid C(C1=CC=CC=C1)OC(=O)NCCC(=O)O